4-(thiophene-2-yl)-aniline S1C(=CC=C1)C1=CC=C(N)C=C1